C(C)(C)(C)C1=C(C=CC(=C1)C(C)(C)C)OP(OC1=C(C=C(C=C1)C(C)(C)C)C(C)(C)C)C1=CC=CC=C1 bis(2,4-di-tert-butylphenyl)-phenyl-phosphonite